(2R,5S)-2-(4-Fluorophenyl)-5-methyl-piperidine FC1=CC=C(C=C1)[C@@H]1NC[C@H](CC1)C